methyl (1r,4r)-4-(5-(6-(5-cyano-1H-pyrrolo[2,3-b]pyridin-1-yl)-4-(methylamino)pyridin-3-yl)-1,3,4-thiadiazol-2-yl)cyclohexane-1-carboxylate C(#N)C=1C=C2C(=NC1)N(C=C2)C2=CC(=C(C=N2)C2=NN=C(S2)C2CCC(CC2)C(=O)OC)NC